N1CCC(CC1)C(C)N1N=CC(=C1)C=1C(=NOC1C1=NC=CN=C1)C(=O)N (1-(1-(piperidin-4-yl)ethyl)-1H-pyrazol-4-yl)-5-(pyrazin-2-yl)isoxazole-3-carboxamide